COC1=C(C(=CC(=C1)C)C)C1=NC2=NC(=CC=C2C=C1)C1CC2CN(C1CC2)C 2-(2-methoxy-4,6-dimethyl-phenyl)-7-(2-methyl-2-azabicyclo[2.2.2]octan-6-yl)-1,8-naphthyridine